CC1=CC2=C(N=C(S2)CC(C)O)C=C1 (6-methylbenzothiazol-2-yl)propan-2-ol